2-(3-hydroxy-4-methoxyphenyl)-4H-1,3-benzoxathiine OC=1C=C(C=CC1OC)C1OC2=C(CS1)C=CC=C2